(3aR,5r,6aS)-benzyl 5-((methylsulfonyl)oxy)hexahydrocyclopenta[c]pyrrole-2(1H)-carboxylate CS(=O)(=O)OC1C[C@@H]2[C@@H](CN(C2)C(=O)OCC2=CC=CC=C2)C1